NCCC1=CC2=C(N(C(N2C)=O)C2C(NC(CC2)=O)=O)C=C1 3-[5-(2-Aminoethyl)-3-methyl-2-oxo-benzimidazol-1-yl]piperidine-2,6-dione